4-[5-(2-aminoethyl)pyrimidin-2-yl]-3-[2-methyl-5-(1,3-thiazol-4-yl)pyrazol-3-yl]oxybenzonitrile NCCC=1C=NC(=NC1)C1=C(C=C(C#N)C=C1)OC=1N(N=C(C1)C=1N=CSC1)C